C(C)(C)(C)OC(CCCCCCCCCCCCCCCOC1=CC=C(C=C1)S(=O)(=O)NC1=NC=C(C=N1)C(=O)NCCOCCOCC(=O)NCCOCCOCC(=O)O)=O 2-[2-[2-[[2-[2-[2-[[2-[[4-(16-tert-butoxy-16-oxo-hexadecoxy)phenyl]sulfonylamino]-pyrimidine-5-carbonyl]amino]ethoxy]ethoxy]acetyl]amino]ethoxy]ethoxy]acetic acid